NC(C(=O)NNCC1=C(C(=C(C=C1)O)O)O)CO 2-amino-3-hydroxy-2'-(2,3,4-trihydroxybenzyl)propionohydrazide